COC(=O)C1OCC(C1)NC(=O)C1(CC(=NO1)C1=CC(=CC=C1)F)C 4-[[3-(3-fluorophenyl)-5-methyl-4H-isoxazole-5-carbonyl]amino]tetrahydrofuran-2-carboxylic acid methyl ester